4-(2-(2-(2-cyclopropylphenyl)pyrrolidin-1-yl)-7-azaspiro[3.5]Nonan-7-yl)benzoic acid C1(CC1)C1=C(C=CC=C1)C1N(CCC1)C1CC2(C1)CCN(CC2)C2=CC=C(C(=O)O)C=C2